C1(CCCCC1)COC=1C=C(C=CC1F)CC(CN)C 3-(3-(Cyclohexylmethoxy)-4-fluorophenyl)-2-methylpropan-1-amine